CC1(CCN(CC1)C=1OC2=C(C=C(C=C2C(C1C)=O)C)[C@H](C)NC1=C(C=CC=C1)C=1C=CC2=C(C=NOB2O)C1)C 2-(4,4-dimethyl-1-piperidyl)-8-[(1S)-1-[2-(1-hydroxy-2,3,1-benzoxazaborinin-6-yl)anilino]ethyl]-3,6-dimethyl-chromen-4-one